CN(C=1C2=C(N=CN1)NC(=C2)C2=CC=C(C=C2)C2(COC2)O)CC2=CC(=CC=C2)C 3-(4-(4-(Methyl(3-methylbenzyl)amino)-7H-pyrrolo[2,3-d]pyrimidin-6-yl)phenyl)oxetan-3-ol